N-(3'',5',5''-tri-tert-butyl-1,1':3',1''-terphenyl-4-yl)-N-(4-cyclohexylphenyl)-9,9-dimethyl-9H-fluorene-2-amine C(C)(C)(C)C=1C=C(C=C(C1)C(C)(C)C)C=1C=C(C=C(C1)C(C)(C)C)C1=CC=C(C=C1)N(C1=CC=2C(C3=CC=CC=C3C2C=C1)(C)C)C1=CC=C(C=C1)C1CCCCC1